CC1=C(C=C(C=C1)N1CCN(CC1)C(=O)OC(C)(C)C)NC(C(CC)N1C=C(C2=CC=CC=C12)C)=O tert-butyl 4-[4-methyl-3-[2-(3-methylindol-1-yl)butanoylamino]phenyl]piperazine-1-carboxylate